tert-butyl 2-(4-bromobenzyl)-2,7-diazaspiro[3.5]nonane-7-carboxylate BrC1=CC=C(CN2CC3(C2)CCN(CC3)C(=O)OC(C)(C)C)C=C1